3-methyl-3-(trifluoromethyl)-3H-diazirine CC1(N=N1)C(F)(F)F